3-(5-(dimethylcarbamoyl)pyridin-3-yl)-3-(5-(2-(5,6,7,8-tetrahydro-1,8-naphthyridin-2-yl)ethoxy)-1H-indazol-1-yl)propanoic acid CN(C(=O)C=1C=C(C=NC1)C(CC(=O)O)N1N=CC2=CC(=CC=C12)OCCC1=NC=2NCCCC2C=C1)C